4-chloro-6-(isopropyl-(methyl)amino)-1-oxo-1,3-dihydro-2H-pyrrolo[3,4-c]pyridine-2-carboxylic acid tert-butyl ester C(C)(C)(C)OC(=O)N1CC=2C(=NC(=CC2C1=O)N(C)C(C)C)Cl